(l)-4-[N-(2-cyanoethyl)sulfamoyl]-N-[6-(methoxy)benzothiazol-2-yl]Benzamide C(#N)CCNS(=O)(=O)C1=CC=C(C(=O)NC=2SC3=C(N2)C=CC(=C3)OC)C=C1